C1(NC2=C3C4=C(C=CCN13)C=CC=C4N=C2)=O 2,4,10a-Triazanaphtho[2,1,8-cde]azulene-1(2H)-one